8-Chloro-N-methyl-N-(4-(trifluoromethyl)-pyridin-2-yl)chinolin-2-amin ClC=1C=CC=C2C=CC(=NC12)N(C1=NC=CC(=C1)C(F)(F)F)C